(1R,3S)-3-(5-((2-((3-aminobicyclo[1.1.1]pentan-1-yl)methoxy)pyridin-4-yl)amino)-1-(tert-butyl)-1H-pyrazol-3-yl)cyclopentyl (4-nitrophenyl) carbonate C(O[C@H]1C[C@H](CC1)C1=NN(C(=C1)NC1=CC(=NC=C1)OCC12CC(C1)(C2)N)C(C)(C)C)(OC2=CC=C(C=C2)[N+](=O)[O-])=O